tribromo-hydroxyethyl methacrylate C(C(=C)C)(=O)OC(C(O)(Br)Br)Br